FC(OC1=C(C(=CC=C1)[N+](=O)[O-])NC1CC(C1)(O)C)F (cis)-3-{[2-(difluoromethoxy)-6-nitrophenyl]amino}-1-methylcyclobutan-1-ol